C(C)(C)C1C2C=CC(C1[N+](=O)[O-])C2 5-isopropyl-6-nitrobicyclo[2.2.1]hept-2-ene